cyclohex-3-en-1-carboxylate C1(CC=CCC1)C(=O)[O-]